1-(2,4-dimethylphenyl)-3-hydroxypropane CC1=C(C=CC(=C1)C)CCCO